13-[8-(2-triisopropylsilylethynyl)-1-naphthyl]-10-oxa-2,12,16,18,20-pentazapentacyclo[9.7.1.14,7.02,8.015,19]icosa-1(19),11,13,15,17-pentaene-20-carboxylate C(C)(C)[Si](C#CC=1C=CC=C2C=CC=C(C12)C=1N=C2OCC3C4CCC(CN3C=3N=CN=C(C1)C32)N4C(=O)[O-])(C(C)C)C(C)C